COC=1C2=C(N=C(N1)C#N)CN(C2C)C(CC2CN(C2)C=2C=NC=CC2)=O 4-Methoxy-5-methyl-6-(2-(1-(pyridin-3-yl)azetidin-3-yl)acetyl)-6,7-dihydro-5H-pyrrolo[3,4-d]pyrimidine-2-carbonitrile